ClC=1C=C2C=C(C3(C2=CC1)CCC(CC3)(C(=O)OC)NC3=CC(=CC=C3)Cl)C[C@H](CO)C methyl (1r,4R)-5'-chloro-4-(3-chloroanilino)-2'-[(2R)-3-hydroxy-2-methylpropyl]spiro[cyclohexane-1,1'-indene]-4-carboxylate